N(=[N+]=[N-])C=1C=C2C=CC(OC2=CC1N(CC)CC)=O 6-azido-7-(diethylamino)-2-oxo-2H-chromene